15-Hydroxy-heptacosa-17,20-dienoic acid OC(CCCCCCCCCCCCCC(=O)O)CC=CCC=CCCCCCC